FC1=C(C(=O)NC2=NC=C(C=C2)NC2=NC(=CC=C2[N+](=O)[O-])C2=CC=CC=C2)C=CC(=C1)C1=NSC(N1)=O 2-fluoro-N-[5-[(3-nitro-6-phenyl-2-pyridyl)amino]-2-pyridyl]-4-(5-oxo-4H-1,2,4-thiadiazol-3-yl)benzamide